ClC1=CC=C(CN2C(=C(C3=CC(=CC=C23)O)CCC(C)(C)C)CC(CO)(C)C)C=C1 1-(4-chlorobenzyl)-3-(3,3-dimethylbutyl)-2-(3-hydroxy-2,2-dimethylpropyl)-1H-indol-5-ol